3,5-dimethyl-heptyl-6-heptene CC(CCCCCCCC=C)CC(CC)C